(1,2,3,4-tetrahydroisoquinolin-7-yl)acrylamide TFA salt OC(=O)C(F)(F)F.C1NCCC2=CC=C(C=C12)C(C(=O)N)=C